N-[7-chloro-6-[4-((3S,4S)-4-hydroxy-3-methyl-tetrahydrofuran-3-yl)piperazin-1-yl]-3-isoquinolyl]-2-(2-thienyl)cyclopropanecarboxamide ClC1=C(C=C2C=C(N=CC2=C1)NC(=O)C1C(C1)C=1SC=CC1)N1CCN(CC1)[C@]1(COC[C@H]1O)C